CS(=O)(=O)NC1=CN=CC(=N1)CC(=O)NC1=CC=C(C=C1)C=1C=NC=CC1 2-(6-(methylsulfonylamino)pyrazin-2-yl)-N-(4-(pyridin-3-yl)phenyl)acetamide